2,7-naphthyridin-3-amine C1=NC(=CC2=CC=NC=C12)N